CN1N=CC(=C1)N(S(=O)(=O)NC(=O)NC=1C2=C(SC1C)CCC2)[C@@H]2CN(CC2)C 1-[(1-Methyl-1H-pyrazol-4-yl)[(3S)-1-methylpyrrolidin-3-yl]sulfamoyl]-3-{2-methyl-4H,5H,6H-cyclopenta[b]thiophen-3-yl}urea